FC(C(=O)O)(F)F.FC=1C=C(C=C(C1)F)C1=C(N=C2N(C1=O)C(=CC=C2)CC)C(C)NC2=C1N=CNC1=NC=N2 3-(3,5-Difluorophenyl)-6-ethyl-2-[1-(9H-purin-6-ylamino)ethyl]-4H-pyrido[1,2-a]pyrimidin-4-one Trifluoroacetic Acid Salt